N[C@H]1C(CC(O1)=O)CC1=CC=CC=C1 (5R)-5-amino-4-benzyl-dihydrofuran-2(3H)-one